racemic-1-(1-cyanoethyl)-N-((5-(pyridin-4-yl)isoxazol-3-yl)methyl)-1H-1,2,3-triazole-4-carboxamide C(#N)[C@@H](C)N1N=NC(=C1)C(=O)NCC1=NOC(=C1)C1=CC=NC=C1 |r|